3-carbazolyl-9-carbazolyl-1,1'-biphenyl C1(=CC=CC=2C3=CC=CC=C3NC12)C=1C=CC=2N(C3=CC=CC=C3C2C1)C1=C(C=CC=C1)C1=CC=CC=C1